(R)-[3-(4-chloro-2-fluorophenyl)-5-(2,4-difluorophenyl)-1,2-oxazole-4-yl](pyridin-3-yl)methanol ClC1=CC(=C(C=C1)C1=NOC(=C1[C@H](O)C=1C=NC=CC1)C1=C(C=C(C=C1)F)F)F